C(#N)C1=CC=C(C=C1)C1=CC=C(C=C1)C1=CC=C(C2=CC=CC=C12)C1=CC=C(C=C1)C1=NC(=NC(=N1)C1=CC=CC=C1)C1=CC=CC=C1 [4-[4-(4'-cyano-1,1'-biphenyl-4-yl)-1-naphthyl]phenyl]-4,6-diphenyl-1,3,5-triazine